ClC1=NC=CC=C1 chloro(pyridine)